cis-2-pentyl-3-(phenylsulfanyl)tetrahydro-2H-pyran C(CCCC)[C@@H]1OCCC[C@@H]1SC1=CC=CC=C1